O1C=C(C=C1)C1=CC(=CC(=N1)N1N=C(C=2C=NC(=CC21)NC(C)=O)C)OC N-(1-(6-(furan-3-yl)-4-methoxypyridin-2-yl)-3-methyl-1H-pyrazolo[4,3-C]pyridin-6-yl)acetamide